2-methyl-5-(4,4,5,5-tetramethyl-1,3,2-dioxaborolan-2-yl)phenol CC1=C(C=C(C=C1)B1OC(C(O1)(C)C)(C)C)O